3-(2,3-Epoxypropoxy)propyltriethoxysilane C(C1CO1)OCCC[Si](OCC)(OCC)OCC